CCCCCCCCCCCCCCCCCCCCCCCCC[C@H](CC(=O)SCCNC(=O)CCNC(=O)[C@@H](C(C)(C)COP(=O)([O-])OP(=O)([O-])OC[C@@H]1[C@H]([C@H]([C@@H](O1)N2C=NC3=C(N=CN=C32)N)O)OP(=O)([O-])[O-])O)O The molecule is a 3-hydroxy fatty acyl-CoA(4-) obtained by deprotonation of the phosphate and diphosphate OH groups of (R)-3-hydroxyoctacosanoyl-CoA [(R)-3-hydroxymontanoyl-CoA]; major species at pH 7.3. It is a (R)-3-hydroxyacyl-CoA(4-), a 3-hydroxy fatty acyl-CoA(4-), an 11,12-saturated fatty acyl-CoA(4-) and an ultra-long-chain fatty acyl-CoA(4-). It is a conjugate base of a (R)-3-hydroxyoctacosanoyl-CoA.